4-chloro-3-(2,4-Dioxotetrahydropyrimidin-1(2H)-yl)pentafluorophenyl benzoate C(C1=CC=CC=C1)(=O)OC1(C(C(C(C=C1)(Cl)F)(N1C(NC(CC1)=O)=O)F)(F)F)F